CN1C(=NN=C1)C1(CC(C1)=C)C=1C=C(C=CC1)N1C(C2=CC(=CC(=C2C1)C(F)(F)F)CNC1(CCC1)C)=O 2-(3-(1-(4-methyl-4H-1,2,4-triazol-3-yl)-3-methylenecyclobutyl)phenyl)-6-(((1-methylcyclobutyl)amino)methyl)-4-(trifluoromethyl)isoindolin-1-one